3-(4-(((tert-butyldimethylsilyl)oxy)methyl)pyridin-2-yl)-6-((2R,4S)-4-fluoro-2-(5-fluoro-2-methoxyphenyl)pyrrolidin-1-yl)imidazo[1,2-b]pyridazine [Si](C)(C)(C(C)(C)C)OCC1=CC(=NC=C1)C1=CN=C2N1N=C(C=C2)N2[C@H](C[C@@H](C2)F)C2=C(C=CC(=C2)F)OC